nicotinic acid phenyl ester C1(=CC=CC=C1)OC(C1=CN=CC=C1)=O